rac-benzyl ((2S,3S,4R)-6-methoxy-2,3-dimethyl-1,2,3,4-tetrahydroquinolin-4-yl)carbamate COC=1C=C2[C@@H]([C@H]([C@@H](NC2=CC1)C)C)NC(OCC1=CC=CC=C1)=O |r|